NC1=C(C=C(C=C1)OC)NC1=NC=CC(=N1)NC1=CC=C(C=C1)C=1C=NN(C1)COCC[Si](C)(C)C N2-(2-amino-5-methoxyphenyl)-N4-(4-(1-((2-(trimethylsilyl)ethoxy)methyl)-1H-pyrazol-4-yl)phenyl)pyrimidine-2,4-diamine